1-(4-ethylphenyl)-3-[(6-methyl-1H-benzimidazol-2-yl)sulfanyl]prop-2-en-1-one C(C)C1=CC=C(C=C1)C(C=CSC1=NC2=C(N1)C=C(C=C2)C)=O